O[C@H](C(=O)N1C[C@@]([C@@H](C1)C1=CC(=C(C=C1)OC)OC1CN(C1)C1=NC=C(C=C1)OC(C)C)(C)[C@@H](C)O)CO (S)-2,3-dihydroxy-1-((3S,4S)-3-((R)-1-hydroxyethyl)-4-(3-((1-(5-isopropoxypyridin-2-yl)azetidin-3-yl)oxy)-4-methoxyphenyl)-3-methylpyrrolidin-1-yl)propan-1-one